ClC=1C=C2C(=CC1Cl)NC([C@]21CN(CC1)S(=O)(=O)CCO)=O (3S)-5,6-dichloro-1'-(2-hydroxyethanesulfonyl)-1H-spiro[indol-3,3'-pyrrolidin]-2-one